3-((3-bromopyridin-2-yl)methyl)-2-((6-fluoro-1H-benzo[d][1,2,3]triazol-5-yl)methyl)isoindolin-1-one zinc eicosanate C(CCCCCCCCCCCCCCCCCCC)(=O)[O-].[Zn+2].BrC=1C(=NC=CC1)CC1N(C(C2=CC=CC=C12)=O)CC1=CC2=C(NN=N2)C=C1F.C(CCCCCCCCCCCCCCCCCCC)(=O)[O-]